C(C)SC1=NN2C(N=CC(=C2)C2=CC=CC=C2)=C1C1=NC=2C(=NC=C(C2)C(F)(F)F)N1C 2-(2-(ethylthio)-6-phenylpyrazolo[1,5-a]pyrimidin-3-yl)-3-methyl-6-(trifluoromethyl)-3H-imidazo[4,5-b]pyridine